2,2-diethyl-1-(2-ethoxycarbonyl)ethyl-1-aza-2-silacyclopentane C(C)C(C(C(=O)OCC)N1[SiH2]CCC1)CC